(R)-3-(3-chloro-4-fluorophenyl)-1-isobutyl-1-(1-(4-oxo-3,4-dihydrophthalazin-1-yl)ethyl)urea ClC=1C=C(C=CC1F)NC(N([C@H](C)C1=NNC(C2=CC=CC=C12)=O)CC(C)C)=O